ClC=1C=C(C=C(C1)F)C1=CC(=CC=C1)C(C(=O)N1CC2=C(CCC1)N=C(NC2=O)C2(CC2)C2=CC=CC=C2)O 6-(2-(3'-chloro-5'-fluoro-[1,1'-biphenyl]-3-yl)-2-hydroxyacetyl)-2-(1-phenylcyclopropyl)-3,5,6,7,8,9-hexahydro-4H-pyrimido[5,4-c]azepin-4-one